5-phenyl-1,4-di-p-toluenesulfonyl-1H-pyrazole C1(=CC=CC=C1)C1=C(C=NN1S(=O)(=O)C1=CC=C(C)C=C1)S(=O)(=O)C1=CC=C(C)C=C1